8Z,11Z,14Z-Eicosatrienoic Acid CCCCC/C=C\C/C=C\C/C=C\CCCCCCC(=O)O